[F-].C(CCCCCCCCCC)[N+]1=CC(=CC=C1)CCC 1-Undecyl-3-propylpyridinium fluorid